methyl-(E)-3-(4-((3-(2-ethylbenzoyl)-7-hydroxyquinolin-4-yl)oxy)-3-fluorophenyl)acrylic acid C/C(/C(=O)O)=C\C1=CC(=C(C=C1)OC1=C(C=NC2=CC(=CC=C12)O)C(C1=C(C=CC=C1)CC)=O)F